[Cl-].[Cl-].C1(C=CC=C1)[Zr+2]C1C=CC2=CC=CC=C12 (cyclopentadienyl)(indenyl)zirconium dichloride